N(=[N+]=[N-])CCC[C@@H](C(=O)OC)NC(=O)OCC1=CC=CC=C1 Methyl (S)-5-azido-2-(((benzyloxy)carbonyl)amino)pentanoate